BrC1=CC=C(C=C1)C(C)(C)C=1N=C(SC1)NC(=O)NCC1=CC=C(C=C1)OCCCN1CCNCC1 1-(4-(2-(4-bromophenyl)propan-2-yl)thiazol-2-yl)-3-(4-(3-(piperazin-1-yl)propoxy)benzyl)urea